4-((2-fluorophenyl)amino)-N-(5-((1,2,3,4-tetrahydroacridin-9-yl)amino)pentyl)quinazolin-7-carboxamide FC1=C(C=CC=C1)NC1=NC=NC2=CC(=CC=C12)C(=O)NCCCCCNC=1C2=CC=CC=C2N=C2CCCCC12